C(C1=CC=CC=C1)OC1=NC(=CC=C1C1=NN(C2=C(C=CC=C12)B1OC(C(O1)(C)C)(C)C)C)OCC1=CC=CC=C1 3-(2,6-bis(benzyloxy)pyridin-3-yl)-1-methyl-7-(4,4,5,5-tetramethyl-1,3,2-dioxaborolan-2-yl)-1H-indazole